(S)-2-[6-(3-methyl-1H-pyrrolo[2,3-b]pyridin-5-yl)-2-[2-(trifluoromethyl)pyrimidine-5-carbonyl]-1,2,3,4-tetrahydroisoquinolin-8-yl]pyrrolidine-1-carboxylic acid tert-butyl ester C(C)(C)(C)OC(=O)N1[C@@H](CCC1)C=1C=C(C=C2CCN(CC12)C(=O)C=1C=NC(=NC1)C(F)(F)F)C=1C=C2C(=NC1)NC=C2C